3-(2-furyl)-1H-1,2,4-triazol-5-amine O1C(=CC=C1)C1=NNC(=N1)N